OC=1C=C(C2=CC=CC=C2C1)NC1=CC=CC=C1 3-hydroxy-N-phenyl-alpha-naphthylamine